C(CCCCCCCCC)C1=C(C=CC=C1)O.[Na] sodium decyl-phenol